(R)-6-chloro-3-((1-(2-(6-(dimethylamino)pyridin-3-yl)-3,6-dimethyl-4-oxo-3,4-dihydroquinazolin-8-yl)ethyl)amino)-N-(methylsulfonyl)picolinamide ClC1=CC=C(C(=N1)C(=O)NS(=O)(=O)C)N[C@H](C)C=1C=C(C=C2C(N(C(=NC12)C=1C=NC(=CC1)N(C)C)C)=O)C